FC=1C=C(C=CC1CC=1NC(=CN1)C)C1=NOC(=N1)C(F)(F)F 3-[3-fluoro-4-[(5-methyl-1H-imidazol-2-yl)methyl]phenyl]-5-(trifluoromethyl)-1,2,4-oxadiazole